ClC1=C(C=C(OCC(=O)NC23CC(C2)(C3)NC(COC3=CC(=NN3C)C(F)(F)F)=O)C=C1)F 2-(4-chloro-3-fluorophenoxy)-N-[3-(2-{[1-methyl-3-(trifluoromethyl)-1H-pyrazol-5-yl]oxy}acetylamino)bicyclo[1.1.1]pentan-1-yl]acetamide